Cl.FC=1C=C2C(=NN(C2=CC1C1CCN(CC1)CC1CCNCC1)C)C1C(NC(CC1)=O)=O 3-(5-fluoro-1-methyl-6-(1-(piperidin-4-ylmethyl)piperidin-4-yl)-1H-indazol-3-yl)piperidine-2,6-dione hydrochloride